3-acetyl-5-methyl-7-hydroxy-8-(4-hydroxypiperidinyl)methylcoumarin C(C)(=O)C=1C(OC2=C(C(=CC(=C2C1)C)O)CN1CCC(CC1)O)=O